Ethyl 5-[[4-chloro-6-(2,6-dimethylphenyl)pyrimidin-2-yl]sulfamoyl]-2-methyl-pyrazole-3-carboxylate ClC1=NC(=NC(=C1)C1=C(C=CC=C1C)C)NS(=O)(=O)C=1C=C(N(N1)C)C(=O)OCC